COC(C1=CC=C(C=C1)[C@H](C)NC(=O)C=1C=NN2C1C(=CC=C2)CC2=CC(=CC=C2)C(F)(F)F)=O methyl-4-[(1S)-1-[[4-[[3-(trifluoromethyl)phenyl]methyl]pyrazolo[1,5-a]pyridine-3-carbonyl]amino]ethyl]benzoate